COC(C1=C(C(=CC(=C1OC)OC)[N+](=O)[O-])F)=O 2-Fluoro-5,6-dimethoxy-3-nitrobenzoic acid methyl ester